FC(C=1C=C(C=CC1F)C=1C=C2C(=NC1)C=NN2CC=2SC(=NN2)C)F 2-[[6-(3-(Difluoromethyl)-4-fluoro-phenyl)pyrazolo[4,3-b]pyridin-1-yl]methyl]-5-methyl-1,3,4-thiadiazole